N-(2-(2-((4-morpholinylphenyl)amino)quinazolin-8-yl)pyridin-4-yl)propynamide N1(CCOCC1)C1=CC=C(C=C1)NC1=NC2=C(C=CC=C2C=N1)C1=NC=CC(=C1)NC(C#C)=O